FC1=C(C(=C(C2=CC3=CC4=CC=CC=C4C=C3C=C12)C#N)C1=CC=NN1)CCCCO 4-fluoro-3-(4-hydroxybutyl)-2-(1H-pyrazol-5-yl)-1-naphthacene-nitrile